4,6-difluoro-3-methylbenzene-1,2-diamine FC=1C(=C(C(=C(C1)F)N)N)C